6-chloro-7-(1-((5,6-dihydro-4H-pyrrolo[1,2-b]pyrazol-3-yl)sulfonyl)-1,2,3,6-tetrahydropyridin-4-yl)-[1,2,4]triazolo[1,5-a]pyridine ClC=1C(=CC=2N(C1)N=CN2)C=2CCN(CC2)S(=O)(=O)C2=C1N(N=C2)CCC1